NC=1C2=C(N=CN1)N(C(=C2C2=CC=C(C=C2)OCC2CC2)C2CN(CC2)C(C=C)=O)C 1-(3-(4-amino-5-(4-(cyclopropyl-methoxy)phenyl)-7-methyl-7H-pyrrolo[2,3-d]pyrimidin-6-yl)pyrrolidin-1-yl)prop-2-en-1-one